N-(tert-butyl)-2-(2-hydroxyethyl)-4-methylbenzenesulfonamide C(C)(C)(C)NS(=O)(=O)C1=C(C=C(C=C1)C)CCO